ClC1=NSC=2C1=NC(=CC2C2=CN=NN2C2CC2)N2[C@@H](COCC2)C (3R)-4-[3-chloro-7-(1-cyclopropyl-1H-1,2,3-triazol-5-yl)-[1,2]thiazolo[4,5-b]pyridin-5-yl]-3-methylmorpholine